2-(chloromethyl)-4-methylnicotinic acid ethyl ester C(C)OC(C1=C(N=CC=C1C)CCl)=O